O1CC(C1)OC1=NC=NC=C1C#N 4-(oxetan-3-yloxy)pyrimidine-5-carbonitrile